N1(CC2(CC1)CNC1=CC=CC=C12)C(=O)OCC1=CC=CC=C1 benzyl 1,2-dihydrospiro[indole-3,3'-pyrrolidine]-1'-carboxylate